C(C)O[Si](CCC#N)(OCC)OCC 3-Triethoxysilyl-propionitrile